N-(4-methoxybenzyl)-4-(4-pentylphenyl)phthalazin-1-amine COC1=CC=C(CNC2=NN=C(C3=CC=CC=C23)C2=CC=C(C=C2)CCCCC)C=C1